N1,N1,N1,N4,N4,N4-hexamethylcyclohexane-1,4-diaminium C[N+](C1CCC(CC1)[N+](C)(C)C)(C)C